acetamidoglucitol CC(=O)NC([C@@H]([C@H]([C@@H]([C@@H](CO)O)O)O)O)O